1-(bromomethyl)-4-methylsulfonyl-benzene BrCC1=CC=C(C=C1)S(=O)(=O)C